CN1C(=NN=C1)S[C@@H](C)C=1C=C(C=CC1)N1N=NC(=C1)C=1C=C(C#N)C=CC1 (S)-3-(1-(3-(1-(4-methyl-4H-1,2,4-triazol-3-ylthio)ethyl)phenyl)-1H-1,2,3-triazol-4-yl)benzonitrile